3,3-dimethyl-5',6'-dihydrospiro[cyclohexane-1,8'-imidazo[2,1-c][1,4]oxazin]-4-one CC1(CC2(OCCN3C2=NC=C3)CCC1=O)C